4-(6-fluoro-5-(propylsulfonamido)pyridin-2-yl)-1H-pyrrolo[2,3-b]pyridin FC1=C(C=CC(=N1)C1=C2C(=NC=C1)NC=C2)NS(=O)(=O)CCC